CC1=CC=CC=2N(C(N(C21)C2=NC=C(N=C2C)C2=C1C(=CN=C2)N(N=C1)C)=O)CC(=O)O 2-(4-methyl-3-(3-methyl-5-(1-methyl-1H-pyrazolo[3,4-c]pyridin-4-yl)pyrazin-2-yl)-2-oxo-2,3-dihydro-1H-benzo[d]imidazol-1-yl)acetic acid